C(C)(C)(C)OC(=O)N1[C@H](CC[C@@H](C1)NC(COC1=CC(=C(C=C1)Cl)F)=O)C(NC1=NC(=NC=C1)C(F)(F)F)=O (2r,5s)-5-[2-(4-chloro-3-fluorophenoxy)acetamido]-2-{[2-(trifluoromethyl)pyrimidin-4-yl]carbamoyl}piperidine-1-carboxylic acid tert-butyl ester